ethyl 2-[3-({(2S,3R)-1-(tert-butoxy-carbonyl)-3-[(dimethylsulfamoyl)amino]-4,4-difluoropyrrolidin-2-yl}methyl)-2-fluorophenyl]-1,3-oxazole-4-carboxylate C(C)(C)(C)OC(=O)N1[C@H]([C@H](C(C1)(F)F)NS(N(C)C)(=O)=O)CC=1C(=C(C=CC1)C=1OC=C(N1)C(=O)OCC)F